C(=O)(O)CN(CCN(C([C@H](N)C(=O)O)C(=O)O)CC(=O)O)CC(=O)O 3-[[2-[bis(carboxymethyl)amino]ethyl](carboxymethyl)amino]-Aspartic acid